(R)-8-bromo-6-(2-fluorophenyl)-N-(2,5,8,11,14-pentaoxahexadecan-16-yl)-4-methyl-4H-benzo[f]imidazo[1,5-a][1,4]diazepine-3-carboxamide BrC=1C=CC2=C(C(=N[C@@H](C=3N2C=NC3C(=O)NCCOCCOCCOCCOCCOC)C)C3=C(C=CC=C3)F)C1